COC(=O)C=1N=C(SC1CCCOC1=C(C=C(C=C1)CCCN1CCC1)F)N1CCCC2=C1N=NC(=C2C)NC=2SC1=C(N2)C=CC=C1 [3-[4-[3-(azetidin-1-yl)propyl]-2-fluoro-phenoxy]propyl]-2-[3-(1,3-benzothiazol-2-ylamino)-4-methyl-6,7-dihydro-5H-pyrido[2,3-c]pyridazin-8-yl]thiazole-4-carboxylic acid methyl ester